The molecule is a glycophytoceramide having a 4-O-(3,4-difluorobenzyl)-alpha-D-galactosyl residue at the O-1 position and a hexacosanoyl group attached to the nitrogen. One of a series of an extensive set of 4"-O-alkylated alpha-GalCer analogues evaluated (PMID:30556652) as invariant natural killer T-cell (iNKT) antigens. It derives from an alpha-D-galactose. CCCCCCCCCCCCCCCCCCCCCCCCCC(=O)N[C@@H](CO[C@@H]1[C@@H]([C@H]([C@H]([C@H](O1)CO)OCC2=CC(=C(C=C2)F)F)O)O)[C@@H]([C@@H](CCCCCCCCCCCCCC)O)O